FC(N1C(=NC=C1)C1=CC=CC=C1)F 1-(difluoromethyl)-2-phenyl-imidazole